(R)-5-(2-methyl-1-(tetrahydro-2H-pyran-4-yl)-1H-imidazo[4,5-b]pyridin-6-yl)-N-(1,1,1-trifluoropropan-2-yl)pyrrolo[2,1-f][1,2,4]triazin-2-amine CC=1N(C=2C(=NC=C(C2)C=2C=CN3N=C(N=CC32)N[C@@H](C(F)(F)F)C)N1)C1CCOCC1